5-(1-(4-fluorophenyl)ethyl)-N,N-dimethyl-6-((2-(pyrrolidin-1-yl)ethyl)amino)pyrazine-2-carboxamide FC1=CC=C(C=C1)C(C)C=1N=CC(=NC1NCCN1CCCC1)C(=O)N(C)C